CC(CCCC)=O 2-Hexanon